ClC=1NN(C(=CC1)Cl)CCC1=CC=CC=C1 3,6-Dichloro-N-(2-phenylethyl)pyridazin